{5-[(1,3-benzothiazol-2-yl)amino]-2,3-dihydro-1H-indol-1-yl}-1,3-thiazole-4-carboxylic acid ethyl ester C(C)OC(=O)C=1N=C(SC1)N1CCC2=CC(=CC=C12)NC=1SC2=C(N1)C=CC=C2